FC1=CC=C(C=C1)[C@@H]1N(CCC2=CC=CC=C12)C(=O)[C@H]1C[C@H]([C@@H](CO1)NC(OC(C)(C)C)=O)O tert-butyl ((3R,4R,6R)-6-((S)-1-(4-fluorophenyl)-1,2,3,4-tetrahydroisoquinoline-2-carbonyl)-4-hydroxytetrahydro-2H-pyran-3-yl)carbamate